(5S)-2-{[1-Methyl-5-(trifluoromethyl)-1H-pyrazol-3-yl]methyl}-3-oxo-2,3,5,6,7,8-hexahydro[1,2,4]triazolo[4,3-a]pyridin CN1N=C(C=C1C(F)(F)F)CN1N=C2N(CCCC2)C1=O